ClC=1C(=CC(=NC1)NC1=CC(=NN1C)C)C=1C=C2N(C[C@@H](N(C2=O)CC2=C(C=CC(=C2)F)CO)COC)C1 (R)-7-(5-chloro-2-((1,3-dimethyl-1h-pyrazole-5-yl)amino)pyridine-4-yl)-2-(5-fluoro-2-(hydroxymethyl)benzyl)-3-(methoxymethyl)-3,4-dihydropyrrolo[1,2-a]pyrazine-1(2H)-one